4-(benzyloxy)-3-[(dimethylamino)methyl]-5-(1,3-dioxolan-2-yl)benzoic acid C(C1=CC=CC=C1)OC1=C(C=C(C(=O)O)C=C1C1OCCO1)CN(C)C